(2R,4R)-1-((S)-2-amino-3,3-dimethylbutanoyl)-4-hydroxy-N-(4-(4-methylthiazol-5-yl)benzyl)pyrrolidin-2-carboxamide hydrochloride Cl.N[C@H](C(=O)N1[C@H](C[C@H](C1)O)C(=O)NCC1=CC=C(C=C1)C1=C(N=CS1)C)C(C)(C)C